C(#N)C1=C(C=C(C=C1)C1=NC=C(C=N1)NS(=O)(=O)C1=C(C=CC(=C1)OC)F)F N-(2-(4-cyano-3-fluorophenyl)pyrimidin-5-yl)-2-fluoro-5-methoxybenzenesulfonamide